cis-1-methyl-4-((5-(2-methyl-3-(oxetan-3-ylmethyl)-3H-imidazo[4,5-b]pyridin-5-yl)pyrrolo[2,1-f][1,2,4]triazin-2-yl)amino)cyclohexan-1-ol CC1(CCC(CC1)NC1=NN2C(C=N1)=C(C=C2)C2=CC=C1C(=N2)N(C(=N1)C)CC1COC1)O